(2E,4E)-5-((1S,2S,4aR,6R,7S,8S,8aS)-7-hydroxy-2,6,8-trimethyl-1,2,4a,5,6,7,8,8a-octahydronaphthalen-1-yl)-2-methyl-N-(pyridin-3-yl-methyl)penta-2,4-dienamide O[C@H]1[C@@H](C[C@@H]2C=C[C@@H]([C@@H]([C@H]2[C@@H]1C)/C=C/C=C(/C(=O)NCC=1C=NC=CC1)\C)C)C